ClC=1C(=CC(=NC1)NC(C)C)C1=CN=C(S1)C(=O)NCC1=C(C=C(C=C1)F)CO 5-(5-chloro-2-(isopropylamino)pyridin-4-yl)-N-(4-fluoro-2-(hydroxymethyl)benzyl)thiazole-2-formamide